N-[(1S,2R)-2-(4-cyclopropylphenyl)-1-methyl-2-[[6-[[(3S)-1-[(3R)-5-oxotetrahydrofuran-3-carbonyl]-3-piperidinyl]carbamoyl]-3-pyridinyl]oxy]ethyl]isoxazole-5-carboxamide C1(CC1)C1=CC=C(C=C1)[C@H]([C@H](C)NC(=O)C1=CC=NO1)OC=1C=NC(=CC1)C(N[C@@H]1CN(CCC1)C(=O)[C@H]1COC(C1)=O)=O